NCC1=CC(NC=C1)=O 4-(aminomethyl)-1H-pyridin-2-one